(S)-1-t-butoxycarbonyl-3-hydroxypyrrole C(C)(C)(C)OC(=O)N1C=C(C=C1)O